FC1(CCC(CC1)NCCC1(OCCO1)CCOC1=C(C=CC(=C1)C)S(=O)(=O)N1[C@@H](CCC1)C(=O)O)F ((2-(2-(2-(2-((4,4-Difluorocyclohexyl)amino)ethyl)-1,3-dioxolan-2-yl)ethoxy)-4-methylphenyl)sulfonyl)-L-proline